(S)-1-(6-(trifluoromethyl)pyridin-3-yl)ethanamine dihydrochloride Cl.Cl.FC(C1=CC=C(C=N1)[C@H](C)N)(F)F